OC1=C(C(=O)[O-])C=C(C(=C1)C(=O)[O-])O.[Ni+2] nickel 2,5-dihydroxyterephthalate